benzyl (R)-6-(2-((tert-butoxycarbonyl)amino)-3-(6-methoxypyridin-2-yl)propoxy)-8-fluoroquinoline-5-carboxylate C(C)(C)(C)OC(=O)N[C@@H](COC1=C(C=2C=CC=NC2C(=C1)F)C(=O)OCC1=CC=CC=C1)CC1=NC(=CC=C1)OC